(2-methyl-6,7-dihydro-4H-pyrazolo[1,5-a]pyrazin-5-yl)-[rac-(5S,7S)-7-fluoro-5-phenyl-6,7-dihydro-5H-pyrrolo[1,2-b][1,2,4]triazol-2-yl]methanone CC1=NN2C(CN(CC2)C(=O)C=2N=C3N(N2)[C@@H](C[C@@H]3F)C3=CC=CC=C3)=C1 |r|